((2R,3S,5R)-5-(5-methyl-2,4-dioxopyrimidin-1(2H)-yl)-tetrahydrofuran-2-yl)-methyl butyl hydrogen phosphate P(=O)(OC[C@@H]1O[C@H](CC1)N1C(NC(C(=C1)C)=O)=O)(OCCCC)O